methyl-N-(methoxyacetyl)-N-(2,6-xylyl)-DL-alanine methyl ester COC(C(N(C1=C(C=CC=C1C)C)C(COC)=O)(C)C)=O